ClC1=C(C=CC(=C1)F)C1=C(C=C(C(=C1)Cl)C(=O)NC=1C=NC(=C(C1)F)C#N)F 2',5-dichloro-N-(6-cyano-5-fluoropyridin-3-yl)-2,4'-difluoro-[1,1'-biphenyl]-4-carboxamide